N-(1-cyanocyclopropyl)-3-(5-(difluoromethyl)-1,3,4-thiadiazol-2-yl)-8-(4-isobutyrylpiperazin-1-yl)imidazo[1,5-a]pyridine-6-sulfonamide C(#N)C1(CC1)NS(=O)(=O)C=1C=C(C=2N(C1)C(=NC2)C=2SC(=NN2)C(F)F)N2CCN(CC2)C(C(C)C)=O